CN(C(C=CCN1CCCC1)=O)C 1-(4-(dimethylamino)-4-oxobut-2-en-1-yl)pyrrolidin